C(C)(=O)[O-].[Ti+4].C(C)(=O)[O-].C(C)(=O)[O-].C(C)(=O)[O-] titanium(IV) acetate